NC(CN1CCNCC1)C N-(2-aminopropyl)-piperazine